C1(=CC=CC=C1)C(N1N=NN=C1C1=C(C=CC=C1)C1=CC=C(C=C1)C)(C1=CC=CC=C1)C1=CC=CC=C1 N-(triphenylmethyl)-5-(4'-methyl-biphenyl-2-yl)tetrazole